N=1NC(=CC1)NC(=O)C=1N=C(C=2OCC3COCC(N3C2N1)C)C(C)(C)S(=O)(=O)C (4bS,6R)-1-(1-methanesulfonyl-1-methyl-ethyl)-5-methyl-5,6,8a,9-tetrahydro-8H-7,10-dioxa-2,4,4b-triazaphenanthrene-3-carboxylic acid (2H-pyrazol-3-yl)-amide